C(C)(C)(C)OC(NCC1=C(C=C(C=C1)COCCC=1N(C=CN1)C)F)=O N-[[2-fluoro-4-[2-(1-methylimidazol-2-yl)ethoxymethyl]phenyl]methyl]carbamic acid tert-butyl ester